NC=1C(=NC(=NC1C(NC1=CC=CC2=CC=CC(=C12)Cl)=O)OC[C@H]1N(CCC1)C)N1[C@H](CN(C[C@@H]1C)C(=O)OC(C)(C)C)C tert-butyl (3S,5S)-4-(5-amino-6-((8-chloronaphthalen-1-yl) carbamoyl)-2-(((S)-1-methylpyrrolidin-2-yl) methoxy) pyrimidin-4-yl)-3,5-dimethylpiperazine-1-carboxylate